S1C(=NC2=C1C=CC=C2)NC(=O)C=2C=CC=C1CCN(CC21)C=2SC(=C(N2)C(=O)OC)CCCOC2=C(C=CC=C2I)F Methyl 2-(8-(benzo[d]thiazol-2-ylcarbamoyl)-3,4-dihydroisoquinolin-2(1H)-yl)-5-(3-(2-fluoro-6-iodophenoxy)propyl)thiazole-4-carboxylate